BrC=1C(N(C(=NC1O)C1=CC=CC=C1)C1=C(C=CC=C1OC)OC)=O 5-bromo-3-(2,6-dimethoxyphenyl)-6-hydroxy-2-phenylpyrimidin-4(3H)-one